(2-bromo-5-chlorophenyl)(methyl)sulfane BrC1=C(C=C(C=C1)Cl)SC